NCC(O)C1=CC(=NC(=C1)Cl)Cl 2-amino-1-(2,6-dichloropyridin-4-yl)ethanol